styrene ammonium styrenesulfonate C(=CC1=CC=CC=C1)S(=O)(=O)[O-].[NH4+].C=CC1=CC=CC=C1